1-(3-(3-(trifluoromethyl)styryl)pyrrolidin-1-yl)prop-2-en-1-one FC(C=1C=C(C=CC2CN(CC2)C(C=C)=O)C=CC1)(F)F